potassium iminomethanide N=[CH-].[K+]